3,3-Dimethyl-1,4'-bipiperidine dihydrochloride Benzyl-3,3-dimethyl[1,4'-bipiperidine]-1'-carboxylate C(C1=CC=CC=C1)OC(=O)N1CCC(CC1)N1CC(CCC1)(C)C.Cl.Cl.CC1(CN(CCC1)C1CCNCC1)C